ClC1=C(C=C(C(=O)N2CC=3C(=NN4C3C(N(C[C@H]4C)C(C)C=4C=NC(=NC4)C(C)(C)O)=O)C[C@H]2C)C=C1)OC(F)F (3R,7R)-2-(4-Chloro-3-(difluoromethoxy)benzoyl)-9-(1-(2-(2-hydroxypropan-2-yl)pyrimidin-5-yl)ethyl)-3,7-dimethyl-1,2,3,4,8,9-hexahydropyrido[4',3':3,4]pyrazolo[1,5-a]pyrazin-10(7H)-one